C(#N)C=1C(OC(C1C1=CC=C(C=C1)N(CCCCCC)CCCCCC)(C)C)C(C#N)C#N 2-(3-cyano-4-(4-(dihexylamino)phenyl)-5,5-dimethyl-2,5-dihydrofuran-2-yl)malononitrile